phenyl-2-propyn-1-ol C1(=CC=CC=C1)C(C#C)O